ClC1=CC=C(C=C1)C1=CC=C(C=C1)C(CC(=O)O)C#CC 3-(4'-chloro-[1,1'-biphenyl]-4-yl)hex-4-ynoic acid